4,4-dimethyloctane-1,8-diamine CC(CCCN)(CCCCN)C